ClC1=NC=2N(C(=C1)NC(OC(C)(C)C)=O)N=CC2C(C)C tert-butyl (5-chloro-3-isopropylpyrazolo[1,5-a]pyrimidin-7-yl)carbamate